NC1=NC=NN2C1=C(C=C2C=2C=NC(=C(C(=O)N[C@@H]1CN(C[C@@H]1F)C(=O)C1CC(C1)F)C2)OC([2H])([2H])[2H])CN2CC(C2)(F)F 5-{4-amino-5-[(3,3-difluoroazetidin-1-yl)methyl]pyrrolo[2,1-f][1,2,4]triazin-7-yl}-N-[(3R,4S)-4-fluoro-1-(3-fluorocyclobutanecarbonyl)pyrrolidin-3-yl]-2-(methoxy-d3)nicotinamide